FC(OC1=CC=C(C=C1)C=1SC(=CN1)C=O)(F)F 2-(4-(trifluoromethoxy)phenyl)thiazole-5-carbaldehyde